The molecule is a uronic acid that is beta-D-glucuronic acid in which the hydroxy group at position 4 and the hydrogen at position 5 have been eliminated with the introduction of a double bond between positions 4 and 5. It is a uronic acid and an alpha,beta-unsaturated monocarboxylic acid. C1=C(O[C@H]([C@@H]([C@H]1O)O)O)C(=O)O